C(C)(C)(C)OC(=O)NC1=C(C(=C(C(=O)OC)C=C1)C)F methyl 4-((tert-butoxycarbonyl) amino)-3-fluoro-2-methylbenzoate